trans-4-((5-fluoro-4-(6-(2-oxo-1,3-oxazinan-3-yl)pyridin-2-yl)pyrimidin-2-yl)amino)cyclohexane-1-carboxamide FC=1C(=NC(=NC1)N[C@@H]1CC[C@H](CC1)C(=O)N)C1=NC(=CC=C1)N1C(OCCC1)=O